(3R)-3-(2-(4-ethyl-2,3-dioxopiperazine-1-carboxamido)-2-(pyrrolidin-3-yl)acetamido)-2-hydroxy-3,4-dihydro-2H-benzo[e][1,2]oxaborinine-8-carboxylic acid, trifluoroacetic acid salt FC(C(=O)O)(F)F.C(C)N1C(C(N(CC1)C(=O)NC(C(=O)N[C@@H]1B(OC2=C(C1)C=CC=C2C(=O)O)O)C2CNCC2)=O)=O